OC1(CC1)C1=NN(C=N1)C1CC2(CN(C2)C(=O)N2CC3(C2)CN(C3)CC=3SC=C(N3)C(F)(F)F)C1 [6-[3-(1-hydroxycyclopropyl)-1,2,4-triazol-1-yl]-2-azaspiro[3.3]heptan-2-yl]-[6-[[4-(trifluoromethyl)thiazol-2-yl]methyl]-2,6-diazaspiro[3.3]heptan-2-yl]methanone